OC1=CC=CC2=C1C(=C(O2)C(=O)N/N=C/C2=C(C=CC(=C2)Cl)O)C (E)-4-hydroxy-3-methyl-N'-(5-chloro-2-hydroxybenzylidene)benzofuran-2-carbohydrazide